phosphophosphoryl sulfate S1(=O)(=O)OP(=O)(P(=O)=O)O1